2-(6-(2-(2,6-dioxopiperidin-3-yl)-1-oxoisoindolin-5-yl)-4-(pyrrolidin-1-ylmethyl)-1H-pyrrolo[2,3-b]pyridin-1-yl)-N-methylacetamide O=C1NC(CCC1N1C(C2=CC=C(C=C2C1)C1=CC(=C2C(=N1)N(C=C2)CC(=O)NC)CN2CCCC2)=O)=O